acryloyloxyethyl-trimellitic acid C(C=C)(=O)OCCC1=C(C(C(=O)O)=CC=C1C(=O)O)C(=O)O